3-Ethoxy-5-{6-[2-(6-fluoro-4-methoxy-2-methyl-indol-1-yl)-ethylamino]-pyrimidin-4-yl}-thiophen C(C)OC1=CSC(=C1)C1=NC=NC(=C1)NCCN1C(=CC2=C(C=C(C=C12)F)OC)C